COC([C@@H](CC1=CC=C(C=C1)[N+](=O)[O-])NC(C)=O)=O (R)-2-acetamido-3-(4-nitrophenyl)propionic acid methyl ester